7-Chloropyrazolo[1,5-a]pyridin-2-amine ClC1=CC=CC=2N1N=C(C2)N